C(C)(C)(C)C1=CC=C(C=C1)NC1CCC(CC1)NC N1-(4-(tert-butyl)phenyl)-N4-methylcyclohexane-1,4-diamine